N-((3R,5S)-5-((4H-1,2,4-triazol-4-yl)methyl)pyrrolidin-3-yl)-5-(3-cyanophenyl)oxazole-2-carboxamide TFA salt OC(=O)C(F)(F)F.N=1N=CN(C1)C[C@@H]1C[C@H](CN1)NC(=O)C=1OC(=CN1)C1=CC(=CC=C1)C#N